2-{[(αR)-6-[4-(2-ethylbutyl)-2,5-dioxoimidazolidin-1-yl]spiro[3.3]-heptan-2-yl]oxy}-pyridine-3-carboxamide C(C)C(CC1NC(N(C1=O)C1CC2(CC(C2)OC2=NC=CC=C2C(=O)N)C1)=O)CC